2-dimethylaminoethyl-(triethoxy)silane CN(CC[Si](OCC)(OCC)OCC)C